methyl 6-(propylcarbamoyl)-3-(4,4,5,5-tetramethyl-1,3,2-dioxaborolan-2-yl)picolinate C(CC)NC(=O)C1=CC=C(C(=N1)C(=O)OC)B1OC(C(O1)(C)C)(C)C